oxazol-5-ylmethyl (4-((8-(N,N-dimethylsulfamoyl)-8-azabicyclo[3.2.1]octan-3-yl)methyl)phenyl)carbamate CN(S(=O)(=O)N1C2CC(CC1CC2)CC2=CC=C(C=C2)NC(OCC2=CN=CO2)=O)C